CS(=O)(=O)NC=1C=C(C=CC1)C=1N=C(SC1)NC(C)=O N-(4-(3-(methylsulfonylamino)phenyl)thiazol-2-yl)acetamide